tris-(2-Maleimidoethyl)amine C1(C=CC(N1CCN(CCN1C(C=CC1=O)=O)CCN1C(C=CC1=O)=O)=O)=O